C(C)ONC(C1=CN=C(C=C1NC1=C(C(=CC=C1)C1=NC=C(C=N1)F)OC)NC1=NC=CC=N1)=O N-ethoxy-4-((3-(5-fluoropyrimidin-2-yl)-2-Methoxyphenyl)amino)-6-(pyrimidin-2-ylamino)nicotinamide